Cyanoethyl (2-(2-(dimethoxyphosphoryl) ethoxy) ethyl) diisopropylphosphoramidite C(C)(C)N(P(OCCC#N)OCCOCCP(=O)(OC)OC)C(C)C